6-methyl-4-pyrimidinone CC1=CC(NC=N1)=O